C1(CCCCC1)COC1=C2N=CNC2=NC(=N1)NC1=CC=C(C=C1)S(=O)(=O)N 4-((6-(cyclohexylmethoxy)-9H-purin-2-yl)amino)benzenesulfonamide